(3-(2-hydroxypropan-2-yl)azetidin-1-yl)methanone OC(C)(C)C1CN(C1)C=O